CN(CCCOC1=CC2=C(C(C(O2)=CC2=CC(=C(OC3=C(C=C(C#N)C=C3)C(F)(F)F)C=C2)OC)=O)C=C1)C 4-(4-((6-(3-(dimethylamino)propoxy)-3-oxo-benzofuran-2(3H)-ylidene)methyl)-2-methoxyphenoxy)-3-(trifluoromethyl)benzonitrile